C(N)(=O)C=1C=CC(=C(C1)[C@@H](C(=O)O)C)C1=CC2=C(C=N1)N=CN2[C@H](C)C2=C(C(=CC=C2Cl)C2CC2)Cl (S)-2-(5-carbamoyl-2-(1-((R)-1-(2,6-dichloro-3-cyclopropylphenyl)ethyl)-1H-imidazo[4,5-c]pyridin-6-yl)phenyl)propionic acid